C(C)OC1=CC=C(C=N1)[C@@H](CC1=NC(=NC(=N1)N[C@@H](CO)CC(C)C)NS(=O)(=O)C)C N-(4-((R)-2-(6-ethoxypyridin-3-yl)propyl)-6-(((R)-1-hydroxy-4-methylpent-2-yl)amino)-1,3,5-triazin-2-yl)methanesulfonamide